(2E)-3-(7-methoxy-1-methyl-1H-benzo[d][1,2,3]triazol-5-yl)acrylic acid ethyl ester C(C)OC(\C=C\C1=CC2=C(N(N=N2)C)C(=C1)OC)=O